acryloyloxy maleate C(\C=C/C(=O)[O-])(=O)OOC(C=C)=O